8-chloro-N-(3-(4-methylpiperazin-1-yl)phenyl)quinazolin-2-amine ClC=1C=CC=C2C=NC(=NC12)NC1=CC(=CC=C1)N1CCN(CC1)C